(6S,12aS)-2-((E)-(2-methoxyphenyl)methyleneamino)-6-methyl-2,3,12,12a-tetrahydropyrazino[1',2':1,6]pyrido[3,4-b]indole-1,4(6H,7H)-dione COC1=C(C=CC=C1)\C=N\N1C([C@@H]2CC3=C(NC=4C=CC=CC34)[C@@H](N2C(C1)=O)C)=O